tert-butyl 4-(2-chloroethyl)-3-oxopiperazine-1-carboxylate ClCCN1C(CN(CC1)C(=O)OC(C)(C)C)=O